(S)-6-(1-(3-(hydroxymethyl)biphenyl-4-yl)pyrrolidin-3-yloxy)nicotinonitrile OCC=1C=C(C=CC1N1C[C@H](CC1)OC1=NC=C(C#N)C=C1)C1=CC=CC=C1